(3aR,5s,6aS)-N-[6-(2-chloro-5-fluoro-phenyl)pyridazin-3-yl]-2-(2-furylmethyl)-3,3a,4,5,6,6a-hexahydro-1H-cyclopenta[c]pyrrol-5-amine ClC1=C(C=C(C=C1)F)C1=CC=C(N=N1)NC1C[C@@H]2[C@@H](CN(C2)CC=2OC=CC2)C1